COC(=O)C1=C(C(=NC(=C1)Cl)C=1C=NC=CC1)N 3-amino-6-chloro-[2,3'-bipyridine]-4-carboxylic acid methyl ester